2-tert-Butyl 3-Ethyl (1R,3S,5R)-5-[(3-Iodopyrazol-1-yl)methyl]-2-azabicyclo[3.1.0]hexane-2,3-dicarboxylate IC1=NN(C=C1)C[C@]12C[C@H](N([C@@H]2C1)C(=O)OC(C)(C)C)C(=O)OCC